FC1=C(C(=O)N[C@@H](C(=O)N2CCC3(CC2)C(CNC(C3)=O)C3=CC=C(C=C3)F)C(C)C)C=C(C=C1)C(F)(F)F 2-fluoro-N-((2R)-1-(7-(4-fluorophenyl)-10-oxo-3,9-diazaspiro[5.5]-undec-3-yl)-3-methyl-1-oxobutan-2-yl)-5-(trifluoromethyl)benzamide